8-((2-hydroxyethyl)amino)-7,8,9,10-tetrahydro-5H-cyclohepta[b]naphthalene-5,11(6H)-dione OCCNC1CCC2=C(C(C=3C=CC=CC3C2=O)=O)CC1